FC1=CC=C(CN(CC2=CN=CO2)CC=2C=3N(C=CN2)C(=NN3)C)C=C1 N-(4-fluorobenzyl)-1-(3-methyl-[1,2,4]triazolo[4,3-a]pyrazin-8-yl)-N-(oxazol-5-ylmethyl)methylamine